Bis(4-(1-methyl-1-phenylethyl)phenyl)amin CC(C)(C1=CC=CC=C1)C1=CC=C(C=C1)NC1=CC=C(C=C1)C(C)(C)C1=CC=CC=C1